(R)-(2-(6-(fluoromethyl)-3-methoxyquinolin-8-yl)-7,8-dihydro-[1,4]dioxino[2',3':3,4]benzo[1,2-d]thiazol-7-yl)methyl (2-methylpyrimidin-5-yl)carbamate CC1=NC=C(C=N1)NC(OC[C@@H]1OC2=C(C3=C(N=C(S3)C=3C=C(C=C4C=C(C=NC34)OC)CF)C=C2)OC1)=O